COC1=CC(=CC=C1)[N+](=O)[O-] 4-methoxy-2-nitrobenzene